COC1=C(C=C(C=C1)/C=C/C(=O)OCC)N1CCOCC1 ethyl (E)-3-(4-methoxy-3-morpholinophenyl)acrylate